(Sa)-3,6-diphenylcarbazole C1(=CC=CC=C1)C=1C=CC=2NC3=CC=C(C=C3C2C1)C1=CC=CC=C1